CN(C(=O)C=1C=C(C=CC1)NC1=NC=2N(C3=C1C=CN=C3)N=C(C2)C(=O)O)C 5-((3-(dimethylcarbamoyl)phenyl)amino)pyrazolo[1,5-a]pyrido[4,3-e]pyrimidine-2-carboxylic acid